N-[2-(4-formylcyclohexyl)-6-methoxy-indazol-5-yl]-2-methyl-oxazole-4-carboxamide C(=O)C1CCC(CC1)N1N=C2C=C(C(=CC2=C1)NC(=O)C=1N=C(OC1)C)OC